CC1=NOC(=C1C=1C=C(OC2=C(C=C(C=C2C)NC(=O)C2OCCC2)C)C=C(C1)C)C N-(4-(3-(3,5-dimethylisoxazol-4-yl)-5-methylphenoxy)-3,5-dimethylphenyl)tetrahydrofuran-2-carboxamide